NCCNCCNCCNCCC(CNCCN1CCNCC1)NCCN 2-[[2-[[2-[(2-aminoethyl)amino]ethyl]amino]ethyl]amino]ethyl-N-(2-aminoethyl)-N'-[2-(piperazin-1-yl)ethyl]ethane-1,2-diamine